FC1=C(C=C(OC2=CC=C(C=C2)C2CCCN3C2=NS(CC3)(=O)=O)C=C1)OC 9-[4-(4-fluoro-3-methoxyphenoxy)phenyl]-3,4,6,7,8,9-hexahydropyrido[2,1-c][1,2,4]thiadiazine 2,2-dioxide